NC1CN(CC1)C1=C(C=NC=2NC3=C(C=C(C(=C3C21)F)F)NCC)C=2C=C(C=NC2)C#N 5-[4-(3-Aminopyrrolidin-1-yl)-8-(ethylamino)-5,6-difluoro-9H-pyrido[2,3-b]indol-3-yl]pyridin-3-carbonitril